4-((2-(((1-aminoisoquinolin-6-yl)methyl)amino)pyridin-4-yl)oxy)piperidine-1-carboxylic acid tert-butyl ester C(C)(C)(C)OC(=O)N1CCC(CC1)OC1=CC(=NC=C1)NCC=1C=C2C=CN=C(C2=CC1)N